NC1=CC=C(CN2CCN(CC2)C(=O)OC(C)(C)C)C=C1 tert-Butyl 4-(4-aminobenzyl)piperazine-1-carboxylate